1-(3-amino-4-((1-bromonaphthalen-2-yl)oxy)phenyl)ethanone NC=1C=C(C=CC1OC1=C(C2=CC=CC=C2C=C1)Br)C(C)=O